CN1C(CNCC1)CCC 3-(N-methylpiperazinyl)propane